1-(6-ethyl-2,6-dimethylcyclohexa-1,3-dien-1-yl)-2-methylbut-2-en-1-one C(C)C1(CC=CC(=C1C(C(=CC)C)=O)C)C